C(C)(C)(C)OC(=O)N1C(OC=C1C=O)(C)C (4R)-3-tert-butoxycarbonyl-2,2-dimethyl-oxazoline-4-formaldehyde